3,3-dibutyl-8-hydroxy-2-methyl-7-(methylthio)-5-phenyl-2,3,4,5-tetrahydro-1,2,5-benzothiadiazepine 1,1-dioxide C(CCC)C1(N(S(C2=C(N(C1)C1=CC=CC=C1)C=C(C(=C2)O)SC)(=O)=O)C)CCCC